ClC1=NC2=C(C(=N1)Cl)N=CC(=C2F)Cl 2,4,7-trichloro-8-fluoropyridopyrimidine